tert-butyl (R or S)-2-(4-(4-fluorobenzyl)-2-(2-isopropylphenyl) piperazin-1-yl)-7-azaspiro[3.5]nonane-7-carboxylate FC1=CC=C(CN2C[C@H](N(CC2)C2CC3(C2)CCN(CC3)C(=O)OC(C)(C)C)C3=C(C=CC=C3)C(C)C)C=C1 |o1:8|